C1(=CC=CC=C1)SC1=CC=C(C=C1)C(C(CC1CCCCC1)=O)=O 1-[4-(phenylthio)phenyl]-3-cyclohexyl-propane-1,2-dione